adamantane-D16 [2H]C1(C2(C(C3(C(C1(C(C(C2([2H])[2H])(C3([2H])[2H])[2H])([2H])[2H])[2H])([2H])[2H])[2H])([2H])[2H])[2H])[2H]